2-(4-ethylphenoxy)-N,N-dimethylethan-1-amine C(C)C1=CC=C(OCCN(C)C)C=C1